3-[2-(trifluoromethyl)-4'-(trifluoromethoxy)benzhydryloxy]-N-(benzyl)azetidine-1-carboxamide FC(C1=C(C(C2=CC=C(C=C2)OC(F)(F)F)OC2CN(C2)C(=O)NCC2=CC=CC=C2)C=CC=C1)(F)F